FC1=CC=C(C=C1)SC1=NC2=C(N1)C=CC=C2 2-((4-fluorophenyl)thio)-1H-benzo[d]imidazole